C(=O)(OC(C)(C)C)N1C[C@@H]([C@@H](CC1)O)F N-Boc-(3S,4R)-3-fluoro-4-hydroxypiperidine